Methyl 4-methyl-2-[3-[[3-(5-methyl-1,2,4-oxadiazol-3-yl)benzoyl]amino]propanoylamino]thiazole-5-carboxylate CC=1N=C(SC1C(=O)OC)NC(CCNC(C1=CC(=CC=C1)C1=NOC(=N1)C)=O)=O